ethyl (S)-3-(3-(4-hydroxy-1-methyl-2-oxo-1,2-dihydropyridin-3-yl)ureido)-3-(5-(trifluoro methyl)biphenyl-3-yl)propanoate OC1=C(C(N(C=C1)C)=O)NC(N[C@@H](CC(=O)OCC)C=1C=C(C=C(C1)C(F)(F)F)C1=CC=CC=C1)=O